N1=C(C=CC=C1)N1C=C(C(C2=CC(=C(C(=C12)Cl)N(C)C1CCC1)F)=O)C(=O)O (2-pyridyl)-8-chloro-6-fluoro-1,4-dihydro-7-(cyclobutyl-(methyl)amino)-4-oxo-3-quinolinecarboxylic acid